(R)-6-bromo-N-(1-(3-(difluoromethyl)-2-fluorophenyl)ethyl)quinolin-4-amine BrC=1C=C2C(=CC=NC2=CC1)N[C@H](C)C1=C(C(=CC=C1)C(F)F)F